1-(4-Chlorothiazol-2-yl)ethan-1-one ClC=1N=C(SC1)C(C)=O